COC(C(=C)CC=CC1=CC=CC=C1)=O methylstyrene-methacrylate